3-(2-pyridyl)-benzoic acid N1=C(C=CC=C1)C=1C=C(C(=O)O)C=CC1